BrC=1C=C(CC2N(CC3(CC3)C2=O)C(=O)OC(C)(C)C)C=CC1 tert-butyl 6-(3-bromobenzyl)-7-oxo-5-azaspiro[2.4]heptane-5-carboxylate